(3-{6-azaspiro[2.5]oct-6-yl}-4-(4-{2-[(2R,6S)-4,4-difluoro-2,6-dimethylpiperidin-1-yl]-6-methylpyrimidin-4-yl}-1H-1,2,3-triazol-1-yl)phenyl)-2-hydroxyeth-ane-1-sulfonamide C1CC12CCN(CC2)C=2C=C(C=CC2N2N=NC(=C2)C2=NC(=NC(=C2)C)N2[C@@H](CC(C[C@@H]2C)(F)F)C)C(CO)S(=O)(=O)N